benzyloxycarbonyl-L-lysine-2,6,6-d3 C(C1=CC=CC=C1)OC(=O)N[C@@](CCCC(N)([2H])[2H])(C(=O)O)[2H]